7-(4-cyclopropyl-1H-imidazol-1-yl)-2-(6-(4-(1-hydroxypropan-2-yl)-4H-1,2,4-triazol-3-yl)pyridin-2-yl)isoquinolin-1(2H)-one C1(CC1)C=1N=CN(C1)C1=CC=C2C=CN(C(C2=C1)=O)C1=NC(=CC=C1)C1=NN=CN1C(CO)C